2-methyl-1,3-diphenyl-1,3-propanediol benzoate phenylglyoxylate C1(=CC=CC=C1)C(C(=O)OC(C(C(OC(C1=CC=CC=C1)=O)C1=CC=CC=C1)C)C1=CC=CC=C1)=O